1-(3-amino-7,8-dihydro-1,6-naphthyridin-6(5H)-yl)-3,3-dimethylbutan-1-one NC=1C=NC=2CCN(CC2C1)C(CC(C)(C)C)=O